2-[1-[2-[4-[4-[(2,6-dioxo-3-piperidyl)amino]-2-fluoro-phenyl]-1-piperidyl]acetyl]-4-piperidyl]-6-isopropoxy-N-[6-(trifluoromethyl)-2-pyridyl]indazole-5-carboxamide O=C1NC(CCC1NC1=CC(=C(C=C1)C1CCN(CC1)CC(=O)N1CCC(CC1)N1N=C2C=C(C(=CC2=C1)C(=O)NC1=NC(=CC=C1)C(F)(F)F)OC(C)C)F)=O